5-(4-(difluoromethyl)-6-(((S)-3,3-dimethylbut-2-yl)amino)pyridin-3-yl)-N-(2-hydroxy-2-methylpropyl)-4-((S)-2-methylpyrrolidine-1-carbonyl)thiazole-2-carboxamide FC(C1=C(C=NC(=C1)N[C@@H](C)C(C)(C)C)C1=C(N=C(S1)C(=O)NCC(C)(C)O)C(=O)N1[C@H](CCC1)C)F